4-(4-((1-(4-(2-(3-Chloro-4-cyanophenyl)-3-methyl-2,8-diazaspiro[4.5]decan-8-yl)benzoyl)piperidin-4-yl)methyl)piperazin-1-yl)-N-(2,6-dioxopiperidin-3-yl)benzamide ClC=1C=C(C=CC1C#N)N1CC2(CC1C)CCN(CC2)C2=CC=C(C(=O)N1CCC(CC1)CN1CCN(CC1)C1=CC=C(C(=O)NC3C(NC(CC3)=O)=O)C=C1)C=C2